C(#N)C1=CC(=C(COC2=CC=CC(=N2)C2=CC=C(CC3=NC4=C(N3C[C@H]3OCC3)C=C(C=C4)C(=O)OC)C=C2)C=C1)F methyl (S)-2-(4-(6-((4-cyano-2-fluorobenzyl)oxy)pyridin-2-yl)benzyl)-1-(oxetan-2-ylmethyl)-1H-benzo[d]imidazole-6-carboxylate